8-(2-(5-cyclopropyl-3-(2,6-dichlorophenyl)isoxazol-4-yl)ethyl)-1-oxa-8-azaspiro[4.5]decan-3-one C1(CC1)C1=C(C(=NO1)C1=C(C=CC=C1Cl)Cl)CCN1CCC2(CC(CO2)=O)CC1